[N+](=O)([O-])C=1N(C=CN1)CC=O 2-(2-nitro-1H-imidazol-1-yl)ethan-1-one